CO[C@@H]1[C@@H]([C@H]([C@@H]([C@H](O1)CO)O)OCC2=CC=CC=C2)OCC3=CC=CC=C3 methyl 2,3-di-O-benzyl-α-D-glucopyranoside